N-(3-((3,3-difluorocyclopentyl)sulfonyl)phenyl)-5-((1-hydroxy-2-methylpropan-2-yl)amino)-3-(6-azaspiro[2.5]octan-6-yl)pyrazine-2-carboxamide FC1(CC(CC1)S(=O)(=O)C=1C=C(C=CC1)NC(=O)C1=NC=C(N=C1N1CCC2(CC2)CC1)NC(CO)(C)C)F